2-((3-fluoro-4-methoxy-2-phenylquinolin-7-yl)(methoxy)methylene)malononitrile FC=1C(=NC2=CC(=CC=C2C1OC)C(=C(C#N)C#N)OC)C1=CC=CC=C1